ClC1=C(C(=C(C(=C1C)OB(OC1=C(C(=C(C(=C1C)Cl)C)Cl)C)[O-])C)Cl)C bis(dichloromesityl)borate